C(C)C1OCC(S1)(C)C 2-Ethyl-4,4-dimethyl-1,3-oxathiolane